CP(=O)(C)C1=NC=CC(=C1)C1=NC=2N(C(=C1)NCC=1C=C(C=CC1)NC1CNC1)N=CC2C(C)C 3-((3-(((5-(2-(dimethylphosphoryl)pyridin-4-yl)-3-isopropylpyrazolo[1,5-a]pyrimidin-7-yl)amino)methyl)phenyl)amino)azetidine